CC=1N(C2=CC(=CC=C2C1)C)C1=CC=C(C#N)C=C1 4-(2,6-Dimethyl-indol-1-yl)-benzonitrile